N-((1-acetylpiperidin-4-yl)thiocarbamoyl)benzamide C(C)(=O)N1CCC(CC1)NC(=S)NC(C1=CC=CC=C1)=O